C(C)(C)(C)OC(=O)N1CC(C1)C1=CC=C(C=C1)N1C(C[C@@H](CC1)C(F)(F)F)=O.FC(C1=CC=C(OC2CNCCN2)C=C1)(F)F |o1:20| 3-(4-(trifluoromethyl)phenoxy)piperazine Tert-Butyl-3-[4-[(4R) or (4S)-2-oxo-4-(trifluoromethyl)-1-piperidyl]phenyl]azetidine-1-carboxylate